(3R,4S)-pyrrolidine-3,4-diol monohydrochloride Cl.N1C[C@H]([C@H](C1)O)O